C(C)(C)(C)OC(=O)N1CCC(CC1)N1CCCC2=C3C(=CC=C12)N(C(N3C)=O)C3C(NC(CC3)=O)=O.NC=3CC(N)(C=CC3)N3CCCCC3 (3R)-3-amino-1-piperidinyl-aniline tert-butyl-4-[3-(2,6-dioxo-3-piperidyl)-1-methyl-2-oxo-8,9-dihydro-7H-imidazo[4,5-f]quinolin-6-yl]piperidine-1-carboxylate